(1R,3s)-3-((7-cyano-2-(3'-(3-(((R)-3-hydroxypyrrolidin-1-yl)methyl)-1,7-naphthyridin-8-ylamino)-2,2'-dimethylbiphenyl-3-yl)benzo[d]oxazol-5-yl)methylamino)cyclopentanecarboxylic acid C(#N)C1=CC(=CC=2N=C(OC21)C=2C(=C(C=CC2)C2=C(C(=CC=C2)NC=2N=CC=C1C=C(C=NC21)CN2C[C@@H](CC2)O)C)C)CN[C@@H]2C[C@@H](CC2)C(=O)O